C(#N)[C@@H](C)NC1=CC(=NC=C1[N+](=O)[O-])C1=CC=C2N1N=CC(=C2)C#N (R)-7-(4-((1-cyanoethyl)amino)-5-nitropyridin-2-yl)pyrrolo[1,2-b]pyridazine-3-carbonitrile